O(C1=CC=CC=C1)C1=CC=C(N)C=C1 4-phenoxyAniline